1-(3-cyano-4-cyclopentyloxy-phenyl)-imidazole-4-carboxylic acid ethyl ester C(C)OC(=O)C=1N=CN(C1)C1=CC(=C(C=C1)OC1CCCC1)C#N